CC(=O)N[C@@H]1[C@H]([C@@H]([C@H](O[C@H]1OC[C@H]([C@@H]([C@@H]([C@H](CO)NC(=O)C)O)O)O)CO)O)O The molecule is an amino disaccharide that is 2-acetamido-2-deoxy-D-galactitol in which the hydroxy group at position 6 of the galactitol moiety has been converted into the corresponding 2-acetamido-beta-D-glucopyranoside. It is an amino disaccharide and a beta-D-glucoside.